NC1=NC2=CC(=CC=C2C=C1Br)O[C@H]1CC[C@]2([C@@H]1O[C@H](C2O)N2C=CC1=C2N=C(N=C1C)N)O (2R,3aS,6S,6aR)-6-((2-amino-3-bromoquinolin-7-yl)oxy)-2-(2-amino-4-methyl-7H-pyrrolo[2,3-d]pyrimidin-7-yl)hexahydro-3aH-cyclopenta[b]furan-3,3a-diol